tetrahydrofuryl-Furyl alcohol O1C(CCC1)C1=C(OC=C1)O